1-(6-cyano-5-(trifluoromethyl)pyridin-3-yl)-4-fluoropiperidine C(#N)C1=C(C=C(C=N1)N1CCC(CC1)F)C(F)(F)F